FC1=CC(=CC=2N(C(=NC21)C)C(C)C)C=2C1=C(N=CN2)NC=C1 4-(4-fluoro-1-isopropyl-2-methyl-1H-benzo[d]imidazol-6-yl)-7H-pyrrolo[2,3-d]pyrimidine